3-amino-N-((2,6-dihydroxy-5'-methyl-4-pentyl-2'-(prop-1-en-2-yl)-1',2',3',4'-tetrahydro-[1,1'-biphenyl]-3-yl)sulfonyl)-2-methylpropanamide NCC(C(=O)NS(=O)(=O)C=1C(=C(C(=CC1CCCCC)O)C1C(CCC(=C1)C)C(=C)C)O)C